C(CCCCCCCCCCC\C=C/CCCCCCCC)OC[C@H](COCCCCCC)N(C)C (2S)-1-[(13Z)-docosa-13-en-1-yloxy]-3-(hexyloxy)-N,N-dimethylpropan-2-amine